ClC=1C(=C(C=CC1)[C@@]1(CN(CC1)C(=O)OC(C)(C)C)NC1=CC=C2C(C(N(C2=C1)C([2H])([2H])[2H])=O)(C)C)C tert-butyl (S)-3-(3-chloro-2-methylphenyl)-3-((3,3-dimethyl-1-(methyl-d3)-2-oxoindolin-6-yl)amino)pyrrolidine-1-carboxylate